N-(2-benzothienyl)-4-tert-butylbiphenylamine S1C(=CC2=C1C=CC=C2)NC=2C(=CC=C(C2)C(C)(C)C)C2=CC=CC=C2